1-(4-(9,10-di(naphthalen-2-yl)anthracene-2-yl)phenyl)-1H-benzo[d]imidazole C1=C(C=CC2=CC=CC=C12)C=1C2=CC=CC=C2C(=C2C=CC(=CC12)C1=CC=C(C=C1)N1C=NC2=C1C=CC=C2)C2=CC1=CC=CC=C1C=C2